BrC=1C=C(C(N(C1)C)=O)NC1=NOC(=C1)C1=CC=CC=C1 5-Bromo-1-methyl-3-(5-phenylisoxazol-3-ylamino)pyridin-2(1H)-one